[Na+].C(CCCCC)C1=C(C=CC=C1)S(=O)(=O)[O-] hexylbenzenesulfonic acid, sodium salt